N=1C=C(N2N=CC=CC21)NC(=O)C2=CC1=CN(N=C1C=C2OC)[C@H]2[C@@H](CC(CC2)=O)C N-(Imidazo[1,2-b]pyridazin-3-yl)-6-methoxy-2-((1R,2R)-2-methyl-4-oxocyclohexyl)-2H-indazole-5-carboxamide